α-methyl-4-[5-(trifluoromethyl)-1,2,4-oxadiazol-3-yl]benzenemethanol CC(O)C1=CC=C(C=C1)C1=NOC(=N1)C(F)(F)F